1-(2,4-dichlorobenzyl)-N-(2,6-difluorophenyl)-1H-indole-3-carboxamide ClC1=C(CN2C=C(C3=CC=CC=C23)C(=O)NC2=C(C=CC=C2F)F)C=CC(=C1)Cl